C1(CCCCC1)C(C(=O)OCC#CCN(CC)CC)(C1=CC=CC=C1)O 4-(diethylamino)but-2-yn-1-yl 2-cyclohexyl-2-hydroxy-2-phenylacetate